ClC=1C=C2C(=CN1)N(C(=C2)C=2C(=C(C=CC2)O)C)C 3-(5-chloro-1-methyl-1H-pyrrolo[2,3-c]pyridin-2-yl)-2-methylphenol